trans-tert-butyl 3-(hydroxymethyl)-4-methoxy-pyrrolidine-1-carboxylate OC[C@@H]1CN(C[C@H]1OC)C(=O)OC(C)(C)C